FC=1C=C2C(N(C(C2=CC1F)=O)C1C(N(C(CC1)=O)C)=O)=O 5,6-difluoro-2-(1-methyl-2,6-dioxopiperidin-3-yl)isoindoline-1,3-dione